ClC(C(F)(F)S(C1=CC=C(C=C1)Br)(F)(F)(F)F)(F)F 4-(2-chlorotetrafluoroethyltetrafluoro-λ6-sulfanyl)bromobenzene